NCC(=O)NCC(=O)N[C@H](C(=O)NCC(=O)NC1=CC=C(C=C1)CO)CC1=CC=CC=C1 (S)-2-(2-(2-aminoacetamido)acetamido)-N-(2-((4-(hydroxymethyl)phenyl)amino)-2-oxoethyl)-3-phenylpropanamide